(S,E)-(5-(2,3-dimethylphenyl)-6-(trifluoromethyl)pyridin-2-yl)(2-(hydroxymethyl)-4-(methoxyimino)pyrrolidin-1-yl)methanone CC1=C(C=CC=C1C)C=1C=CC(=NC1C(F)(F)F)C(=O)N1[C@@H](C\C(\C1)=N/OC)CO